5-methyl-1H-pyrazolo[3,4-b]Pyrazine-1-carboxylic acid tert-butyl ester C(C)(C)(C)OC(=O)N1N=CC=2C1=NC=C(N2)C